6-[5,6-difluoro-4-(4-isopropylpiperazin-1-yl)-8-(methylamino)-9H-pyrido[2,3-b]indol-3-yl]-1-methyl-4-oxo-1,8-naphthyridine-3-carboxylic acid FC1=C2C3=C(NC2=C(C=C1F)NC)N=CC(=C3N3CCN(CC3)C(C)C)C=3C=C1C(C(=CN(C1=NC3)C)C(=O)O)=O